C(C)(C)(C)OC(=O)N[C@@H](C(=O)OCC)CP(=O)(OCC)OCC ethyl (S)-2-((tert-butoxycarbonyl)amino)-3-(diethoxy-phosphoryl)propanoate